ClC=1C(=C(C=CC1OC[C@H]1COCCC1)NC=1C2=C(N=CN1)C=CC(=N2)O[C@@H]2CN(CC2)C(C=C)=O)F 1-((S)-3-((4-((3-chloro-2-fluoro-4-(((R)-tetrahydro-2H-pyran-3-yl)methoxy)phenyl)amino)pyrido[3,2-d]pyrimidin-6-yl)oxy)pyrrolidin-1-yl)prop-2-en-1-one